2-amino-1-(3,4-dihydroxyphenyl)ethane NCCC1=CC(=C(C=C1)O)O